N-(3-amino-6-((4-fluorobenzyl)oxy)-5-fluoropyridin-2-yl)cinnamamide [1,1'-biphenyl]-2-yl-N,P-diphenylphosphonamidate C1(=C(C=CC=C1)OP(=O)(NC1=CC=CC=C1)C1=CC=CC=C1)C1=CC=CC=C1.NC=1C(=NC(=C(C1)F)OCC1=CC=C(C=C1)F)NC(C=CC1=CC=CC=C1)=O